(S)-4,4-difluoro-N-(1-(3-(2-(trifluoromethyl)pyridin-4-yl)-1,2,4-oxadiazol-5-yl)ethyl)cyclohexane-1-carboxamide FC1(CCC(CC1)C(=O)N[C@@H](C)C1=NC(=NO1)C1=CC(=NC=C1)C(F)(F)F)F